(1R,5S,6S,7R)-7-(Bis(4-methoxyphenyl)(phenyl)methoxy)-2,2,4,4,8-pentamethyl-3-hydroxy-8-azabicyclo[3.2.1]octan-6-yl acetate C(C)(=O)O[C@H]1[C@@H]2C(C(C([C@H]([C@H]1OC(C1=CC=CC=C1)(C1=CC=C(C=C1)OC)C1=CC=C(C=C1)OC)N2C)(C)C)O)(C)C